6-[(2-amino-3-fluoro-4-pyridinyl)methyl]-N-(4-chloro-2-fluoro-phenyl)pyrazin-2-amine NC1=NC=CC(=C1F)CC1=CN=CC(=N1)NC1=C(C=C(C=C1)Cl)F